2,2'-bis(trifluoromethyl)-4,4'-diamino-dinitrobiphenyl FC(C1=C(C=C(C(=C1[N+](=O)[O-])N)[N+](=O)[O-])C1=C(C=C(C=C1)N)C(F)(F)F)(F)F